C(#N)CC[N+]1=C2N(C(C(=C1)C1=CN(C3=CC=CC=C13)CC)=O)C=CC=C2 1-(2-cyanoethyl)-3-(1-ethyl-1H-indol-3-yl)-4-oxo-4H-pyrido[1,2-a]pyrimidinium